COC1=C(C=C(C=C1)C1=NN(C2=C1C=NC=1C=CC(=CC21)OC)C2=CC=CC=C2)O 2-methoxy-5-(8-methoxy-1-phenyl-1H-pyrazolo[4,3-c]quinolin-3-yl)phenol